FC1=CC=CC(=N1)NC1=NC=C(C(=O)NOC)C(=C1)NC1=C(C(=CC=C1)C(F)(F)F)N(S(=O)(=O)C)C 6-((6-Fluoropyridin-2-yl)amino)-N-methoxy-4-((2-(N-methylmethanesulfonamido)-3-(trifluoromethyl)phenyl)amino)nicotinamide